1,3-dichloro-5-methyl-5-n-amylhydantoin ClN1C(=O)N(C(=O)C1(CCCCC)C)Cl